P(OC1C(C)O1)([O-])=O 3-epoxypropyl phosphonate